2-((1R,5S,6s)-3-(6-(trifluoromethyl)-2-(2-(trifluoromethyl)azetidin-1-yl)pyrimidin-4-yl)-3-azabicyclo[3.1.0]hexane-6-yl)acetic acid FC(C1=CC(=NC(=N1)N1C(CC1)C(F)(F)F)N1C[C@@H]2C([C@@H]2C1)CC(=O)O)(F)F